2-aminonaphthalene NC1=CC2=CC=CC=C2C=C1